BrC=1C(=NN=NC1)C 5-bromo-4-methyl-1,2,3-triazine